6-(8-hydroxyoctoxy)naphthalene-2-carboxylic acid OCCCCCCCCOC=1C=C2C=CC(=CC2=CC1)C(=O)O